N-tert-butyl-O-[1-[4-(chloromethyl)-phenyl]-ethyl]-N-(2-methyl-1-phenylpropyl)-hydroxylamine C(C)(C)(C)N(OC(C)C1=CC=C(C=C1)CCl)C(C(C)C)C1=CC=CC=C1